4,4'-methylenebis(6-methyl-2-ethylaniline) C(C1=CC(=C(N)C(=C1)C)CC)C1=CC(=C(N)C(=C1)C)CC